BrC1=CN=C(S1)[C@@H]1CC[C@H](CC1)O[Si](C1=CC=CC=C1)(C1=CC=CC=C1)C(C)(C)C trans-(4-(5-bromothiazol-2-yl)cyclohexoxy)-tert-butyl-diphenyl-silane